1,2-dicarboxycyclohexene C(=O)(O)C1=C(CCCC1)C(=O)O